C1(=CC=C(C=C1)C(C)=O)C1=CC=CC=C1 1-([1,1'-biphenyl]-4-yl)ethanone